5-(2,4-difluorophenoxy)pyrazin-2-amine FC1=C(OC=2N=CC(=NC2)N)C=CC(=C1)F